C1(=CC=CC=C1)C1=C(C=CC=C1)C1=C(C(=C(C(=C1C1=C(C=CC=C1)N(C1=CC=CC=C1)C1=CC=CC=C1)C1=C(C=CC=C1)N(C1=CC=CC=C1)C1=CC=CC=C1)C1=C(C(=CC=C1)C1=CC=CC=C1)C=1SC=CC1)N)N (phenyl)bis(diphenylaminophenyl)(phenylthiophenylphenyl)biphenyldiamine